FC1=CC2=C(NC=C3N2CCNC3)C=N1 (S)-2-Fluoro-7,8,9,10-tetrahydro-5H-pyrazino[1,2-a]pyrido[3,4-e]pyrazine